5-Amino-3-[4-[2-[[3-(2,2-dimethylpropyl)isoxazol-5-yl]amino]-2-oxo-ethyl]-2,3-difluorophenyl]-1-isopropyl-pyrazole-4-carboxamide NC1=C(C(=NN1C(C)C)C1=C(C(=C(C=C1)CC(=O)NC1=CC(=NO1)CC(C)(C)C)F)F)C(=O)N